COC1=CC=C(C=N1)CN1C2CN(CC1C2)C2=CC=C(C=N2)C=2C=1N(C=C(C2)C(=O)O)N=C2C1C=NN2 4-(6-(6-((6-methoxypyridin-3-yl)methyl)-3,6-diazabicyclo[3.1.1]heptan-3-yl)pyridin-3-yl)-1H-pyrazolo[3',4':3,4]pyrazolo[1,5-a]pyridine-6-carboxylic acid